C12(CC3CC(CC(C1)C3)C2)N(CCCCCC(=O)NCC=2C=3C1=C(C(N(C1=CC2)C2C(NC(CC2)=O)=O)=O)C=CC3)C 6-((adamantan-1-yl)(methyl)amino)-N-((1-(2,6-dioxopiperidin-3-yl)-2-oxo-1,2-dihydrobenzo[cd]indol-6-yl)methyl)hexanamide